6-(4-((2s,5R)-4-acryloyl-5-methylmorpholin-2-yl)-6-chloropyridin-2-yl)-N-methylpyrimidine-4-carboxamide C(C=C)(=O)N1C[C@@H](OC[C@H]1C)C1=CC(=NC(=C1)Cl)C1=CC(=NC=N1)C(=O)NC